ClC=1C(=NC=CC1)C=1C(=NN(C1C(=O)O)C1=NC=CC=C1Cl)Br 3-chloropyridine-2-yl-3-bromo-1-(3-chloropyridine-2-yl)-1H-pyrazole-5-carboxylic acid